C(#N)C=1C2=C(C(=NC1)F)CC1CCC2N1C(=O)NC1=C(C=C(C(=C1)Cl)Cl)F 4-Cyano-N-(4,5-dichloro-2-fluorophenyl)-1-fluoro-6,7,8,9-tetrahydro-5H-5,8-epiminocyclohepta[c]pyridine-10-carboxamide